(3-((2,4-dichlorophenoxy)methyl)benzyl)azetidine-1-carboxylic acid tert-butyl ester C(C)(C)(C)OC(=O)N1C(CC1)CC1=CC(=CC=C1)COC1=C(C=C(C=C1)Cl)Cl